N-(2,4-dimethoxybenzyl)imidazo[1,5-a]pyridine-6-sulfonamide COC1=C(CNS(=O)(=O)C=2C=CC=3N(C2)C=NC3)C=CC(=C1)OC